FC(C=1N=C(SC1)C1CC(C1)O)(F)F 3-(4-(trifluoromethyl)thiazol-2-yl)cyclobutan-1-ol